(1-bromonaphthalen-2-yl)-N,N'-dicyclohexyl-phosphoric diamide BrC1=C(C=CC2=CC=CC=C12)N(P(NC1CCCCC1)(O)=O)C1CCCCC1